N-[(2S,3R)-2-[(2,3'-difluoro[1,1'-biphenyl]-3-yl)methyl]-4,4-difluoro-1-((2R)-oxetan-2-carbonyl)pyrrolidin-3-yl]ethanesulfonamide FC1=C(C=CC=C1C[C@@H]1N(CC([C@@H]1NS(=O)(=O)CC)(F)F)C(=O)[C@@H]1OCC1)C1=CC(=CC=C1)F